(S)-4-(4-methoxythieno[2',3':5,6]benzo[1,2-d]oxazol-7-yl)-2-methyl-4-oxobutanoic acid COC1=CC2=C(C=3N=COC31)C=C(S2)C(C[C@@H](C(=O)O)C)=O